F[C@@H](CN(CC[C@@H](C(=O)O)NC1=NN(C2=CC=CC=C12)C)CCCCC1=NC=2NCCCC2C=C1)COC (S)-4-(((S)-2-fluoro-3-methoxypropyl)(4-(5,6,7,8-tetrahydro-1,8-naphthyridin-2-yl)butyl)amino)-2-((1-methyl-1H-indazol-3-yl)amino)butanoic acid